ClC=1C2=C(C3=C(CN(S(N3)(=O)=O)CC(=O)N3CCOCC3)C1)NC=C2Cl 2-(6,7-dichloro-2,2-dioxo-4,9-dihydro-1H-pyrrolo[3,2-h][2,1,3]benzothiadiazin-3-yl)-1-morpholino-ethanone